(4-chloro-6-(4-(4-methoxyphenoxy)piperidin-1-yl)-5-methylpyrimidin-2-yl)methanol ClC1=NC(=NC(=C1C)N1CCC(CC1)OC1=CC=C(C=C1)OC)CO